N-((1-aminocyclohexyl)methyl)-2-(2-oxo-2,3-dihydro-1H-pyrido[2,3-b][1,4]thiazin-3-yl)acetamide NC1(CCCCC1)CNC(CC1C(NC2=C(S1)N=CC=C2)=O)=O